tert-Butyl (1R,5S)-6-(2-((3-((methoxycarbonyl)amino)-5-(1-methyl-1H-pyrazol-4-yl)phenyl)amino)-7-methyl-8-oxo-7,8-dihydro-9H-purin-9-yl)-3-azabicyclo[3.1.0]hexane-3-carboxylate COC(=O)NC=1C=C(C=C(C1)C=1C=NN(C1)C)NC1=NC=C2N(C(N(C2=N1)C1[C@@H]2CN(C[C@H]12)C(=O)OC(C)(C)C)=O)C